BrC1=CC=C(C=C1)C12CC3CC(CC(C1)C3)C2 (3r,5r,7r)-1-(4-bromophenyl)adamantane